CC1(C(C(=CC2(CN(C2)C(C2=NC(=CC=C2)C)=O)C1)C#N)=O)C 8,8-dimethyl-2-(6-methylpicolinoyl)-7-oxo-2-azaspiro[3.5]non-5-ene-6-carbonitrile